C(C=C)(=O)N1C[C@@H](CC1)N1C(N(C=2C=NC=C(C21)C)C2=CC=C(C=C2)OC2=C(C(=CC=C2)OC)F)=O (R)-1-(1-acryloylpyrrolidin-3-yl)-3-(4-(2-fluoro-3-methoxyphenoxy)phenyl)-7-methyl-1H-imidazo[4,5-c]pyridin-2(3H)-one